CC1=C(C=C(C=C1C(F)(F)F)C(F)(F)F)NS(=O)(=O)C1=C(C=C(C(=O)O)C=C1)C 4-(N-(2-methyl-3,5-bis(trifluoromethyl)phenyl)sulfamoyl)-3-methylbenzoic acid